(R)-4-(7-(2-fluoropyridin-3-yl)-2-(1H-pyrrolo[2,3-b]pyridin-4-yl)thieno[3,2-d]pyrimidin-4-yl)-3-methylmorpholine FC1=NC=CC=C1C1=CSC2=C1N=C(N=C2N2[C@@H](COCC2)C)C2=C1C(=NC=C2)NC=C1